COC1=CC=C(C=N1)S(=O)(=O)N1CCC(CC1)OC=1C2=C(N=CN1)C=CS2 4-((1-((6-methoxypyridin-3-yl)sulfonyl)piperidin-4-yl)oxy)thieno[3,2-d]pyrimidine